1-[1-[(2-chlorophenyl)methyl]-4-(cyanomethyl)-4-piperidyl]-3-(cyclopropanecarbonylamino)pyrazole-4-carboxamide ClC1=C(C=CC=C1)CN1CCC(CC1)(CC#N)N1N=C(C(=C1)C(=O)N)NC(=O)C1CC1